C(C1=CC=C(C=C1)C1(CCCCC1)C(=O)N)C1=CC=C(C=C1)C1(CCCCC1)C(=O)N [methylenebis(4,1-phenylene)]bis[cyclohexanecarboxamide]